(2-(trifluoromethyl)pyridin-3-yl)-1H-pyrazolo[4,3-b]pyridine FC(C1=NC=CC=C1N1N=CC2=NC=CC=C21)(F)F